2-fluoro-6-methoxy-3,4-dihydronaphthalen FC1=CC2=CC=C(C=C2CC1)OC